CC1=CC=CC(=N1)[C@@H](C)NC(=O)[C@H]1CN(CC[C@@H]1NC(=O)C1=NOC(=C1)C1=C(C=C(C=C1)F)F)C1CCCCC1 (3S,4S)-1-Cyclohexyl-4-{[5-(2,4-difluoro-phenyl)-isoxazole-3-carbonyl]-amino}-piperidine-3-carboxylic acid [(R)-1-(6-methyl-pyridin-2-yl)-ethyl]-amide